O[C@@H]1[C@@H](CO[C@@H]([C@@H]1O)CO)NC(C(F)(F)F)=O N-((3R,4R,5R,6R)-4,5-dihydroxy-6-(hydroxymethyl)tetrahydro-2H-pyran-3-yl)-2,2,2-trifluoroacetamide